C(CCC)C=1C(C2=CC=CC=C2C1)[Hf]C1C(=CC2=CC=CC=C12)CCCC bis(2-n-butyl-indenyl)hafnium